C(C)(C)(C)C=1C=C(C=C(C1O)C)CCCOP1OC2=C(C3=C(O1)C(=CC(=C3)C(C)(C)C)C(C)(C)C)C=C(C=C2C(C)(C)C)C(C)(C)C 6-[3-(3-tert-Butyl-4-hydroxy-5-methylphenyl)propoxy]-2,4,8,10-tetra-tert-butyldibenz[d,f][1,3,2]dioxaphosphepine